CCCCCCCCCCCCCC(=O)O[C@H](CCCCCCCCCCC)CC(=O)O[C@@H]1[C@H]([C@@H](O[C@@H]([C@H]1OP(=O)(O)O)CO[C@@]2(C[C@H]([C@H]([C@H](O2)[C@@H](CO)O)O)O[C@@]3(C[C@H]([C@H]([C@H](O3)[C@@H](CO)O)O)O)C(=O)O)C(=O)O)OC[C@@H]4[C@H]([C@@H]([C@H]([C@H](O4)OP(=O)(O)O)NC(=O)C[C@@H](CCCCCCCCCCC)O)OC(=O)C[C@@H](CCCCCCCCCCC)O)O)NC(=O)C[C@@H](CCCCCCCCCCC)OC(=O)CCCCCCCCCCC The molecule is a member of lipid As, a dodecanoate ester and a tetradecanoate ester. It has a role as an Escherichia coli metabolite. It derives from a lipid A (E. coli). It is a conjugate acid of a (Kdo)2-lipid A(6-) (E. coli).